N(N)C(C(=O)NN)=N 2-hydrazineyl-2-imino-acetohydrazide